ClC1=CC=C(C=C1)C=1N=C2N(C=CC=C2)C1CN1CC2CCC(C1)N2C(=O)NC2=C(C=CC=C2Cl)Cl 3-{[2-(4-Chlorophenyl)imidazo[1,2-a]pyridin-3-yl]methyl}-N-(2,6-dichlorophenyl)-3,8-diazabicyclo[3.2.1]octan-8-carboxamid